5-(5-(3,5-dichloro-4-fluorophenyl)-5-(trifluoromethyl)-4,5-dihydroisoxazol-3-yl)-N,3-dimethyl-5,6-dihydro-4H-thieno[2,3-c]pyrrole-2-carboxamide ClC=1C=C(C=C(C1F)Cl)C1(CC(=NO1)N1CC2=C(C1)C(=C(S2)C(=O)NC)C)C(F)(F)F